([1-(3-fluoropyridin-2-yl)-1H-1,2,4-triazol-3-yl]methyl)-4-[(2S)-3,3,3-trifluoro-2-hydroxypropyl]-2,4-dihydro-3H-1,2,4-triazol-3-one FC=1C(=NC=CC1)N1N=C(N=C1)CN1N=CN(C1=O)C[C@@H](C(F)(F)F)O